(1-(4,4-Difluorocyclohexyl)-1H-indazol-6-yl)carbamic acid tert-butyl ester C(C)(C)(C)OC(NC1=CC=C2C=NN(C2=C1)C1CCC(CC1)(F)F)=O